4-({3-fluoro-4-[5-(trifluoromethyl)-1,2,4-oxadiazol-3-yl]phenyl}methoxy)-1H-indazole FC=1C=C(C=CC1C1=NOC(=N1)C(F)(F)F)COC1=C2C=NNC2=CC=C1